(fluoromethoxy)-N,N-dimethyl-4-(2-(3-(trifluoromethoxy)phenethyl)phenoxy)butan-1-amine FCOC(CCCOC1=C(C=CC=C1)CCC1=CC(=CC=C1)OC(F)(F)F)N(C)C